FC=1C=NC=C(C(=O)OC)C1 methyl 5-fluoronicotinate